3-(10-(Benzyloxy)-2-methyl-4-oxo-5,6-dihydro-2H-2,6-methanobenzo[g][1,3,5]oxadiazocin-3(4H)-yl)-N-(1-quinolin-6-yl-ethyl)benzamid C(C1=CC=CC=C1)OC1=CC=CC=2C3NC(N(C(OC21)(C3)C)C=3C=C(C(=O)NC(C)C=2C=C1C=CC=NC1=CC2)C=CC3)=O